C1(=CC=CC=C1)[C@H](C)C1OCCC(C1)(C(=O)N)N1C[C@@H](CC1)OC1=CC(=CC=C1)C(F)(F)F ((S)-1-Phenylethyl)-4-((R)-3-(3-(trifluoromethyl)phenoxy)pyrrolidin-1-yl)tetrahydro-2H-pyran-4-carboxamide